CC1(C2=CC=CC=C2C3=C1C=C(C=C3)NC4=CC=CC=C4)C 9,9-dimethyl-N-phenyl-9H-fluoren-2-amine